2-((pyrazolo[1,5-a]pyrimidine-3-carboxamido)methyl)benzofuran-7-carboxylic acid N1=CC(=C2N1C=CC=N2)C(=O)NCC=2OC1=C(C2)C=CC=C1C(=O)O